3-(4-bromophenyl)-2-methylacrolein BrC1=CC=C(C=C1)C=C(C=O)C